The molecule is an N-acylglycine in which the acyl group is specified as hexacosanoyl. It has a role as a human blood serum metabolite and a human urinary metabolite. It is a N-acylglycine and a fatty amide. It derives from a hexacosanoic acid. It is a conjugate acid of a N-hexacosanoylglycinate. CCCCCCCCCCCCCCCCCCCCCCCCCC(=O)NCC(=O)O